ClC1=CC=C(C(=N1)C#N)N[C@H](C)C=1C=C(C=C2C(C(=C(OC12)C=1C=NN(C1)CCOC)C)=O)C 6-Chloro-3-[[(1R)-1-[2-[1-(2-methoxyethyl)pyrazol-4-yl]-3,6-dimethyl-4-oxo-chromen-8-yl]ethyl]amino]pyridine-2-carbonitrile